C(C)(C)(C)OC(=O)N1CCC(=CC1)C1=CC(=CC=C1)C=1N=NN(C1)CC1=C(C=C(C=C1)C(=O)OC)F 4-(3-(1-(2-fluoro-4-(methoxycarbonyl)benzyl)-1H-1,2,3-triazol-4-yl)phenyl)-3,6-dihydropyridine-1(2H)-carboxylic acid tert-butyl ester